(E)-3-(2-((5,6-difluoro-2,3-dihydro-1H-inden-2-yl)amino)pyrimidin-5-yl)acrylic acid FC=1C=C2CC(CC2=CC1F)NC1=NC=C(C=N1)/C=C/C(=O)O